FC=1C=C2C(=CN=C(C2=CC1F)OCC1=NN(C=N1)C)C(C)NC 1-(6,7-Difluoro-1-((1-methyl-1H-1,2,4-triazol-3-yl)methoxy)isoquinolin-4-yl)-N-methylethylamine